Cl.N1CC(C1)CO Azetidin-3-ylmethanol HCl salt